NCCC(=O)NC1=C(C(=O)NC=2SC(=C(N2)C)C)C=CC=C1 2-(3-aminopropanoylamino)-N-(4,5-dimethylthiazol-2-yl)benzamide